C1(CC1)C(CCC)SC1=NC=CC=C1 4-cyclopropyl-4-(pyridin-2-ylthio)butan